ClC1=CC(=C2C(=N1)N(C=C2)[C@H]2[C@@H]([C@@H]([C@@H](O2)C(OC)P(O)(O)=O)O)O)N[C@H](C)C2=CC=CC=C2 [(2R,3S,4R,5R)-5-[6-chloro-4-[[(1R)-1-phenylethyl]amino]-pyrrolo[2,3-b]pyridin-1-yl]-3,4-dihydroxy-tetrahydrofuran-2-yl]-methoxymethylphosphonic acid